(4-(2-(piperazin-1-yl)propan-2-yl)phenyl)methanol N1(CCNCC1)C(C)(C)C1=CC=C(C=C1)CO